1-(4-(1-(3-chloro-4-cyclopropyl-phenyl)azetidin-3-yl)benzyl)piperidine-4-carboxylic acid, formate salt C(=O)O.ClC=1C=C(C=CC1C1CC1)N1CC(C1)C1=CC=C(CN2CCC(CC2)C(=O)O)C=C1